7-morpholino-5-[(2E)-2-(m-tolylmethylene)hydrazino]-N-(2-pyridyl)thiazolo[4,5-d]pyrimidine-2-carboxamide O1CCN(CC1)C=1C2=C(N=C(N1)N/N=C/C=1C=C(C=CC1)C)N=C(S2)C(=O)NC2=NC=CC=C2